(R)-4-bromo-5-chloro-2-phenyl-2,3-dihydrobenzofurancarboxylic acid BrC1=C(C=CC2=C1C[C@](O2)(C(=O)O)C2=CC=CC=C2)Cl